tert-butyl 4-(4-oxo-5-(trifluoromethyl)-3,4-dihydropyrrolo[2,1-f][1,2,4]triazin-2-yl)-2-azabicyclo[2.1.1]hexane-2-carboxylate O=C1NC(=NN2C1=C(C=C2)C(F)(F)F)C21CN(C(C2)C1)C(=O)OC(C)(C)C